(S)-1-(5-(3-cyano-6-(1-methyl-1H-pyrazol-4-yl)pyrazolo[1,5-a]pyridin-4-yl)pyridin-2-yl)-N-(1,1,1-trifluoropropan-2-yl)piperidine-4-carboxamide C(#N)C=1C=NN2C1C(=CC(=C2)C=2C=NN(C2)C)C=2C=CC(=NC2)N2CCC(CC2)C(=O)N[C@H](C(F)(F)F)C